(S)-2-(1-Acryloylpiperidin-2-yl)-1-amino-4-(4-((5-fluoro-4-methylpyridin-2-yl)carbamoyl)phenyl)-1H-imidazol-5-carboxamid C(C=C)(=O)N1[C@@H](CCCC1)C=1N(C(=C(N1)C1=CC=C(C=C1)C(NC1=NC=C(C(=C1)C)F)=O)C(=O)N)N